furoic hydrazide O1C(=CC=C1)C(=O)NN